O1CCN(CC1)CCNCC1=CC(=NC=C1)C=1C=C2CN(C(C2=CC1)=O)C1C(NC(CC1)=O)=O 3-(5-(4-(((2-morpholinoethyl)amino)methyl)pyridin-2-yl)-1-oxoisoindolin-2-yl)piperidine-2,6-dione